ethyl 3-(1-(1-benzylpiperidin-4-yl)ureido)propanoate C(C1=CC=CC=C1)N1CCC(CC1)N(C(=O)N)CCC(=O)OCC